(3-oxo-2,3-dihydro-[1,2,4]triazolo[4,3-a]pyridin-8-yl)-5-trifluoromethyl-1H-pyrazole-4-carboxylate O=C1NN=C2N1C=CC=C2OC(=O)C=2C=NNC2C(F)(F)F